(S)-(2-((tert-butyldimethylsilyl)oxy)propane-1,3-diyl)dicarbamic acid [Si](C)(C)(C(C)(C)C)OC(CNC(O)=O)CNC(O)=O